ClC=1C=NC(=NC1)N1CCC(CC1)[C@@H]1[C@@H](C1)COC(=O)C1=CC(=C(C=C1)CC(=O)O)F 2-(4-((((1R,2R)-2-(1-(5-chloropyrimidin-2-yl)piperidin-4-yl)cyclopropyl)methoxy)carbonyl)-2-fluorophenyl)acetic acid